6-((1R,5s)-9-oxa-3-azabicyclo[3.3.1]nonan-3-yl)-N-(2-((R)-4-cyanothiazolidine-3-yl)-2-oxoethyl)quinoline-4-carboxamide [C@H]12CN(C[C@H](CCC1)O2)C=2C=C1C(=CC=NC1=CC2)C(=O)NCC(=O)N2CSC[C@H]2C#N